CO\N=C(\C(=O)NC)/C1=C(C=CC=C1)/C=N/OC(C)C1=CC(=CC=C1)C(F)(F)F (2E)-2-(methoxyimino)-N-methyl-2-{2-[(E)-({1-[3-(trifluoromethyl)phenyl]ethoxy}-imino)methyl]phenyl}ethanamide